NC=1C=C(C=NC1)C1N(C(CCC1)C)C(=O)OC(C)(C)C tert-butyl 2-(5-aminopyridin-3-yl)-6-methylpiperidine-1-carboxylate